4-(((3-chloro-1,4-dioxo-1,4-dihydronaphthalen-2-yl)amino)methyl)-N-(4-fluorophenyl)benzamide ClC1=C(C(C2=CC=CC=C2C1=O)=O)NCC1=CC=C(C(=O)NC2=CC=C(C=C2)F)C=C1